C(C1=CC=CC=C1)N1S(C2(CC3=CC=CC=C3C2)C2=C1C=C(C(=C2)C)[N+](=O)[O-])(=O)=O 1-benzyl-5-methyl-6-nitro-1',3'-dihydro-1H-spiro[2,1-benzothiazole-3,2'-indene]-2,2-dioxide